C(N)(=O)C1=CC=CC(=N1)C=1C=C2C(=CN(C2=CC1)CC1=CC=C(C=C1)C(F)(F)F)C(=O)N 5-(6-carbamoylpyridin-2-yl)-1-(4-(trifluoromethyl)benzyl)-1H-indole-3-carboxamide